ethyl-(S)-3-(1-aminoethyl)-8-chloro-2-phenylisoquinolin-1(2H)-one C(C)C1=C(N(C(C2=C(C=CC=C12)Cl)=O)C1=CC=CC=C1)[C@H](C)N